(2-(2-methoxy-7-methylquinoxalin-5-yl)-4-methyl-7,8-dihydro-[1,4]dioxino[2',3':3,4]benzo[1,2-d]thiazol-7-yl)methyl (6-aminopyridin-3-yl)carbamate NC1=CC=C(C=N1)NC(OCC1OC2=C(C3=C(N=C(S3)C3=C4N=CC(=NC4=CC(=C3)C)OC)C(=C2)C)OC1)=O